FC(C1=NN=C(S1)N1C=2N(C3=C1C=C(C=C3N3CCNCC3)S(=O)(=O)NC3(CC3)C)C=CN2)F 9-(5-(Difluoromethyl)-1,3,4-thiadiazol-2-yl)-N-(1-methylcyclopropyl)-5-(piperazin-1-yl)-9H-benzo[d]imidazo[1,2-a]imidazole-7-sulfonamide